tridecan-7-yl 6-((3-((tert-butyldimethylsilyl)oxy)propyl)(((2-(dimethylamino)ethyl)thio)carbonyl)amino)hexanoate [Si](C)(C)(C(C)(C)C)OCCCN(CCCCCC(=O)OC(CCCCCC)CCCCCC)C(=O)SCCN(C)C